ClC1=NC=C(C(=N1)N[C@H](C)C1=C(C=C(C=C1)Cl)Cl)Cl 2,5-dichloro-N-[(1R)-1-(2,4-dichlorophenyl)ethyl]pyrimidin-4-amine